2-Cyano(3,5-dimethoxyphenyl)-3-(3-(4-methyl-1H-imidazol-1-yl)propyl)guanidin C(#N)N=C(NC1=CC(=CC(=C1)OC)OC)NCCCN1C=NC(=C1)C